1,1-dimethylethyl (3aR,6aS)-5-{[(methylsulfonyl)oxy]methyl}hexahydrocyclopenta[c]pyrrole-2(1H)-carboxylate CS(=O)(=O)OCC1C[C@@H]2[C@@H](CN(C2)C(=O)OC(C)(C)C)C1